(4-{5-[5-Fluoro-6-(2-methoxyethoxy)-1H-indazol-3-yl]-isoxazol-3-yl}-phenyl)-((R)-3-methansulfonylmethylmorpholin-4-yl)-methanon FC=1C=C2C(=NNC2=CC1OCCOC)C1=CC(=NO1)C1=CC=C(C=C1)C(=O)N1[C@H](COCC1)CS(=O)(=O)C